C(C)(C)(C)OC(=O)N1CCN(CC1)C=1C2=CN(N=C2C(=CC1)C(=O)OC)CC methyl 4-[4-(tert-butoxycarbonyl)piperazin-1-yl]-2-ethylindazole-7-carboxylate